NC=1C=2N(C=C(N1)C(F)(F)F)C(=CN2)C=2C=C(C=CC2C)C(C(=O)N)(C(F)(F)F)O 2-(3-(8-amino-6-(trifluoromethyl)imidazo[1,2-a]pyrazin-3-yl)-4-methylphenyl)-3,3,3-trifluoro-2-hydroxypropanamide